(R)-9-cyano-1-methyl-4-((1-methyl-1H-pyrazol-4-yl)methyl)-N-(1-methylcyclopropyl)-5-oxo-1,2,4,5-tetrahydroimidazo[1,2-a]quinazoline-7-sulfonamide C(#N)C=1C=C(C=C2C(N(C=3N(C12)[C@@H](CN3)C)CC=3C=NN(C3)C)=O)S(=O)(=O)NC3(CC3)C